ethyl (2R,3R,4S)-2-(4-methoxyphenyl)-4-(1,3-benzodioxol-5-yl)-1-(N,N-di(n-butyl)aminocarbonylmethyl)pyrrolidine-3-carboxylate COC1=CC=C(C=C1)[C@@H]1N(C[C@@H]([C@H]1C(=O)OCC)C1=CC2=C(OCO2)C=C1)CC(=O)N(CCCC)CCCC